C(C1=CC=C(NCC2=CN=C3N=C(N)NC(=O)C3=C2)C=C1)(=O)[C@](N)(CCCN)C(=O)O alpha-(5-deazapteroyl)-L-ornithine